1,3-dioxoisoindolin-2-yl 2-methyl-2-phenylpropionate CC(C(=O)ON1C(C2=CC=CC=C2C1=O)=O)(C)C1=CC=CC=C1